CC=1OC=2C(N1)=C(C=CC2)C#N 2-methyl-1,3-benzoxazole-4-carbonitrile